4,5-dihydroxyl-1,2-dithiane OC1CSSCC1O